4-trimethylsilyl-phenylalanine C[Si](C1=CC=C(C[C@H](N)C(=O)O)C=C1)(C)C